N-(4-((R*)-2-(2-Fluoro-4-methoxyphenyl)propyl)-6-(((R)-1-hydroxy-4-methylpentan-2-yl)amino)-1,3,5-triazin-2-yl)methanesulfonamide FC1=C(C=CC(=C1)OC)[C@@H](CC1=NC(=NC(=N1)N[C@@H](CO)CC(C)C)NS(=O)(=O)C)C |o1:9|